O=C1NC(CCC1N1C(N(C2=C1C=CC(=C2)CCCCCN(C)CC2CCC(CC2)NC(OC(C)(C)C)=O)C)=O)=O tert-butyl N-[4-[[5-[1-(2,6-dioxo-3-piperidyl)-3-methyl-2-oxo-benzimidazol-5-yl] pentyl methyl-amino]methyl]cyclohexyl]carbamate